N1(CCCCCC1)C=1C2=C(N=C(N1)Cl)C[C@@]1(N(C2)C)CCC2=C(C=CC=C21)Cl (S)-4'-(azepan-1-yl)-2',4-dichloro-6'-methyl-2,3,5',8'-tetrahydro-6'H-spiro[indene-1,7'-pyrido[4,3-d]pyrimidine]